[N+](=O)([O-])C1=C(C=CC=C1)N1C(CCC1=O)=O 1-(2-nitrophenyl)pyrrolidine-2,5-dione